(R)-N-(4-(dimethylamino)-8-(2,3,5-trifluorophenyl)quinolin-3-yl)chroman-4-carboxamide CN(C1=C(C=NC2=C(C=CC=C12)C1=C(C(=CC(=C1)F)F)F)NC(=O)[C@@H]1CCOC2=CC=CC=C12)C